O1C(OCC1)C=1C=C(C(=O)O)C=C(C1NC(C)=O)F 3-(1,3-dioxolan-2-yl)-4-acetamido-5-fluorobenzoic acid